trans-N-(2-hydroxy-1,2-diphenylethyl)-4-methylbenzenesulfonamide OC(C(C1=CC=CC=C1)NS(=O)(=O)C1=CC=C(C=C1)C)C1=CC=CC=C1